BrC=1C=C2CN(C(C2=CC1)=O)C1C(N(C(CC1)=O)CC1=CC(=C(C=C1)OC)OC)=O 3-(5-bromo-1-oxoisoindolin-2-yl)-1-(3,4-dimethoxybenzyl)piperidine-2,6-dione